4-((1-(4-(2-(2-aminopyridin-3-yl)-6-(5-fluoropyridin-2-yl)-1H-benzo[d]imidazol-1-yl)benzyl)piperidin-4-yl)amino)pyrimidine-2-carbonitrile NC1=NC=CC=C1C1=NC2=C(N1C1=CC=C(CN3CCC(CC3)NC3=NC(=NC=C3)C#N)C=C1)C=C(C=C2)C2=NC=C(C=C2)F